CC1=C(C=CC(=O)O)C(=CC(=C1)C)C 2,4,6-trimethyl-cinnamic acid